1-((3R,5R)-3-(3-bromo-5-chlorophenyl)-5-methylmorpholino)prop-2-en-1-one BrC=1C=C(C=C(C1)Cl)[C@@H]1COC[C@H](N1C(C=C)=O)C